BrCC=1C=C(C=CC1)S(=O)(=O)N1CCC(CC1)NC1=NN2C=NC(=C(C2=N1)OC(C)C)C=1C=NN(C1)C(C)OCC 1-[3-(bromomethyl)benzenesulfonyl]-N-{7-[1-(1-ethoxyethyl)pyrazol-4-yl]-8-isopropoxy-[1,2,4]triazolo[1,5-c]pyrimidin-2-yl}piperidin-4-amine